FC1=CC=C(CC2=CC(=C(C=3N=CSC32)I)N)C=C1 7-(4-fluorobenzyl)-4-iodobenzo[d]thiazol-5-amine